CC1=C(C(=C(C(=C1C)O)C)CCCCCCCCC)O 2,3,5-trimethyl-6-nonylbenzene-1,4-diol